2-methylcyclobutan-1-ol CC1C(CC1)O